(±)-3-(2-methylpyrimidin-5-yl)-3-(3-(3-(6,7,8,9-tetrahydro-5H-pyrido[2,3-b]azepin-2-yl)propyl)-1H-pyrazol-1-yl)propanoic acid CC1=NC=C(C=N1)[C@@H](CC(=O)O)N1N=C(C=C1)CCCC=1C=CC2=C(NCCCC2)N1 |r|